3-[[2-(1,1-Difluoroethyl)-5-[3-(difluoromethyl)-4-fluoro-phenyl]-3-pyridyl]methyl]oxazolidin FC(C)(F)C1=NC=C(C=C1CN1COCC1)C1=CC(=C(C=C1)F)C(F)F